2,2'-isobutylidenebis(4,6-dimethyl-phenol) C(C(C)C)(C1=C(C(=CC(=C1)C)C)O)C1=C(C(=CC(=C1)C)C)O